ethyl (3R,4S)-4-[2-(5-cyclopropyl-4,7-difluoro-3,3-dimethyl-2-oxoindol-1-yl)acetamido]-3-(trifluoromethyl)pentanoate C1(CC1)C=1C(=C2C(C(N(C2=C(C1)F)CC(=O)N[C@H]([C@@H](CC(=O)OCC)C(F)(F)F)C)=O)(C)C)F